C(CCCCCCCCCCCCCCCCC)(=O)C[N+](C)(C)CC stearoyl-ethyltrimethyl-ammonium